4-[(4-nitrophenoxy)carbonyl]phenyl-2,4-dimethoxybenzoic acid [N+](=O)([O-])C1=CC=C(OC(=O)C2=CC=C(C=C2)C=2C(=C(C(=O)O)C=CC2OC)OC)C=C1